CN1N=CN2C1=NC(=C(C2=O)C=2C=NN(C2)CC(C(F)(F)F)(F)F)C(F)(F)F 1-methyl-6-[1-(2,2,3,3,3-pentafluoropropyl)-1H-pyrazol-4-yl]-7-(trifluoromethyl)-1H,5H-[1,2,4]triazolo[4,3-a]pyrimidin-5-one